C(C1=CC=CC=C1)O[C@H]1CN2C(N=C(C3=CC(=C(C(=C23)SC1)Cl)C(F)(F)F)N1C[C@@H](N([C@@H](C1)C)C(=O)OC(C)(C)C)C)=O tert-butyl (2S,6R)-4-((S)-3-(benzyloxy)-11-chloro-6-oxo-10-(trifluoromethyl)-3,4-dihydro-2H,6H-[1,4]thiazepino[2,3,4-ij]quinazolin-8-yl)-2,6-dimethylpiperazine-1-carboxylate